4-(((1R,3R,4R)-3-hydroxy-4-methylcyclohexyl)amino)-6-((3-hydroxycyclobutyl)amino)nicotinamide O[C@@H]1C[C@@H](CC[C@H]1C)NC1=CC(=NC=C1C(=O)N)NC1CC(C1)O